C(#N)C1=CC(=C(C(=O)NC2=C(C=CC(=C2)C(NC2=C(C=C(C=C2Br)C(C(C(F)(F)F)(F)F)(C(F)(F)F)F)Br)=O)C#N)C=C1)C 4-cyano-N-[2-cyano-5-[[2,6-dibromo-4-[1,2,2,3,3,3-hexafluoro-1-(trifluoromethyl)-propyl]phenyl]carbamoyl]phenyl]-2-methyl-benzamide